[K+].C(C=C)(=O)[O-] acrylic acid, potassium salt